FC1(CCN(CC1)C1=NC=C(C=N1)C=1C=CC=2N(C1)C1=C(N2)CCCC1C1=C(C=CC=C1)OC)CO (4-fluoro-1-(5-(9-(2-methoxyphenyl)-6,7,8,9-tetrahydrobenzo[4,5]imidazo[1,2-a]pyridin-2-yl)pyrimidin-2-yl)piperidin-4-yl)methanol